C(C)C1=C(C(=O)NCC2CCN(CC2)C(=O)OC(C)(C)C)C=CC(=C1)NC=1C=2N(C=CN1)C(=CN2)I tert-Butyl 4-[[[2-ethyl-4-[(3-iodoimidazo[1,2-a]pyrazin-8-yl)amino]benzoyl]amino]methyl]piperidine-1-carboxylate